FC1C(C1F)F 1,2,3-Trifluorocyclopropane